Tert-butyl 2-[1-(2,6-dioxo-3-piperidyl)-3-methyl-2-oxo-benzimidazol-5-yl]-2,7-diazaspiro[3.5]nonane-7-carboxylate O=C1NC(CCC1N1C(N(C2=C1C=CC(=C2)N2CC1(C2)CCN(CC1)C(=O)OC(C)(C)C)C)=O)=O